9-(4-(5-(hydroxymethyl)-1-methyl-1H-imidazol-4-yl)benzyl)-2-(2-isopropylphenyl)-7,9-dihydro-8H-purin-8-one OCC1=C(N=CN1C)C1=CC=C(CN2C3=NC(=NC=C3NC2=O)C2=C(C=CC=C2)C(C)C)C=C1